FC1=CC=C(C=C1)C=1N=CN(C1C=1SC=C(N1)C(=O)NC=1C=NC(=CC1)C1CCN(CC1)C)C(C)C 2-(4-(4-fluorophenyl)-1-isopropyl-1H-imidazol-5-yl)-N-(6-(1-methylpiperidin-4-yl)pyridin-3-yl)thiazole-4-carboxamide